1,3-Dibutylbenzimidazolium C(CCC)[N+]1=CN(C2=C1C=CC=C2)CCCC